1-cyclohexyl-2-(2-((2-(methoxycarbonyl)-4-methylthiophen-3-yl)amino)-2-oxoethyl)-1H-pyrazol-2-ium bromide [Br-].C1(CCCCC1)N1[N+](=CC=C1)CC(=O)NC1=C(SC=C1C)C(=O)OC